OCC=1C=C(COC(CCC(OCCCCCCCC)OCCCCCCCC)=O)C=C(C1)CO.OCC=1C=C(CC(C(=O)O)CCCCCC\C=C/C\C=C/CCCCC)C=C(C1)CO 3,5-bis(hydroxymethyl)benzyl-(9z,12z)-octadeca-9,12-dienoic acid 3,5-bis(hydroxymethyl)benzyl-4,4-bis(octyloxy)butanoate